[Mn](=O)(=O)([O-])[O-].[Li+].P(=O)([O-])([O-])[O-].[Mn+2].[Fe+2].[Li+] lithium iron manganese phosphate lithium manganate